4-(3-hydroxymethyl-cyclohex-3-enylmethyl)-1,3-dihydro-imidazole-2-thione OCC=1CC(CCC1)CC=1NC(NC1)=S